N-((1S,2S)-2-amino-1,2-diphenylethyl)-3,4,5-trifluoro-benzenesulfonamide N[C@H]([C@H](C1=CC=CC=C1)NS(=O)(=O)C1=CC(=C(C(=C1)F)F)F)C1=CC=CC=C1